C(CCC)C(C)CCCC 2-butyl-hexane